N-(4-((4-Methylpiperazin-1-yl)methyl)-3-(trifluoromethyl)phenyl)-5-((6-(1-oxidothiomorpholino)imidazo[1,2-b]pyridazin-3-yl)ethynyl)nicotinamide CN1CCN(CC1)CC1=C(C=C(C=C1)NC(C1=CN=CC(=C1)C#CC1=CN=C2N1N=C(C=C2)N2CCS(CC2)=O)=O)C(F)(F)F